C(C)(C)(C)C1=CC(=CC2=C1OP(OC1=C2C=C(C=C1C(C)(C)C)OC)O[C@H](CP1[C@H](CC[C@@H]1C1=CC=CC=C1)C1=CC=CC=C1)C1=CC=CC=C1)OC 4,8-di-tert-butyl-6-((S)-2-((2R,5R)-2,5-diphenylphospholan-1-yl)-1-phenylethoxy)-2,10-dimethoxydibenzo[d,f][1,3,2]dioxaphosphepine